ClC=1C=CC=2N(C1)N=CC2S(=O)(=O)NC=2C(=NC(=C(C2)F)C2C(C2)(F)F)OC([2H])([2H])[2H] 6-chloro-N-(6-(2,2-difluorocyclopropyl)-5-fluoro-2-(methoxy-d3)pyridin-3-yl)pyrazolo[1,5-a]pyridine-3-sulfonamide